COC1=C(CNC2=NC=3C(=CC(=CC3C=3N2N=C(N3)CCNCC3=CN=C(N3CC(=O)OC)C(C)C)F)OC)C=CC(=C1)OC methyl 2-(5-(((2-(5-((2,4-dimethoxybenzyl)amino)-9-fluoro-7-methoxy-[1,2,4]triazolo[1,5-c]quinazolin-2-yl)ethyl)amino)methyl)-2-isopropyl-1H-imidazol-1-yl)acetate